1-(3-(5-(2-fluoro-6-methoxyphenyl)-3-phenyl-2H-indazol-2-yl)piperidin-1-yl)prop-2-en-1-one FC1=C(C(=CC=C1)OC)C1=CC2=C(N(N=C2C=C1)C1CN(CCC1)C(C=C)=O)C1=CC=CC=C1